N'-acetyl-4-amino-N-(benzo[d]thiazol-5-ylmethyl)-7-fluoro-N',1-dimethyl-1H-pyrazolo[4,3-c]quinoline-8-carbohydrazide C(C)(=O)N(N(C(=O)C1=CC=2C3=C(C(=NC2C=C1F)N)C=NN3C)CC=3C=CC1=C(N=CS1)C3)C